C(C1=CC=CC=C1)N1CC(C(CC1)C#N)C 1-benzyl-3-methyl-piperidine-4-carbonitrile